FC1=C(C(=O)O)C(=C(C(=C1F)N=[N+]=[N-])F)F 2,3,5,6-tetrafluoro-azidobenzoic acid